IC=1C=CC=2N(C1)C(=CN2)C2=NC(=NC=C2)NC2=CC=C(C=N2)N2CCN(CC2)C(C)=O 1-(4-(6-((4-(6-iodoimidazo[1,2-a]pyridin-3-yl)pyrimidin-2-yl)amino)pyridin-3-yl)piperazin-1-yl)ethan-1-one